6-fluoro-5,7-dihydroxy-1-(2-isopropyl-6-methylphenyl)pyrido[2,3-d]pyrimidine-2,4(1H,3H)-dione FC1=C(C2=C(N(C(NC2=O)=O)C2=C(C=CC=C2C)C(C)C)N=C1O)O